N1(CCC12CCOCC2)C2=NC1=CC=C(C=C1C=C2)CO (2-(7-oxa-1-azaspiro[3.5]non-1-yl)quinolin-6-yl)methanol